CN(C(CC1=NSC(=N1)NC(=O)C1=C(SC(=C1)C1=CC(=CC=C1)C(F)(F)F)C)C)C N-(3-(2-(dimethylamino)propyl)-1,2,4-thiadiazol-5-yl)-2-methyl-5-(3-(trifluoromethyl)phenyl)thiophene-3-carboxamide